C(C)(C)(C)OC(=O)C1=C(C(=C(S1)C=1C=C(NC2CCN(CC2)C(=O)OC(C)(C)C)C=CC1)Cl)OCC(=O)OCC tert-butyl 4-[3-[5-tert-butoxycarbonyl-3-chloro-4-(2-ethoxy-2-oxo-ethoxy)-2-thienyl]anilino]piperidine-1-carboxylate